NC=1C(=CC2=C(N=C(O2)C)C1)C(=O)OC methyl 5-amino-2-methylbenzo[d]oxazole-6-carboxylate